OC1=C(C(=CC(=C1)C(F)(F)F)C)C=1C=NC=2C(N1)=NN(C2)C2COCCC2O 3-[6-[2-hydroxy-6-methyl-4-(trifluoromethyl)phenyl]pyrazolo[3,4-b]pyrazin-2-yl]tetrahydropyran-4-ol